7-nitrobenzo[d][1,3]Dioxolane-4-carboxylic acid [N+](=O)([O-])C1=CC=C(C2=C1OCO2)C(=O)O